COC1(CN(C1)C)C#CC1=CC2=C(OC[C@@H](C(N2C)=O)NC(C2=NC=CC(=C2)OC2=CC=CC=C2)=O)C=C1 (S)-N-(7-((3-Methoxy-1-methylazetidin-3-yl)ethynyl)-5-methyl-4-oxo-2,3,4,5-tetrahydrobenzo[b][1,4]oxazepin-3-yl)-4-phenoxypicolinamid